2-(3-bromophenoxy)-9-(pyridine-2-yl)-9H-carbazole BrC=1C=C(OC2=CC=3N(C4=CC=CC=C4C3C=C2)C2=NC=CC=C2)C=CC1